NCCOCCOCCOCCOCCC(=O)NCCN(CCCCCCCC(=O)OCCCCCCCCC)CCCCCCCC(=O)OC(CCCCCCCC)CCCCCCCC nonyl 8-[2-[3-[2-[2-[2-(2-aminoethoxy)ethoxy]ethoxy]ethoxy]propanoylamino]ethyl-[8-(1-octylnonoxy)-8-oxo-octyl]amino]octanoate